(S)-8-chloro-4-((3-chloro-4-fluorophenyl)amino)-6-(((1-isopropyl-1H-1,2,3-triazol-4-yl)(4,5,6,7-tetrahydrothieno[2,3-c]pyridin-3-yl)methyl)amino)quinoline-3-carbonitrile ClC=1C=C(C=C2C(=C(C=NC12)C#N)NC1=CC(=C(C=C1)F)Cl)N[C@@H](C1=CSC=2CNCCC21)C=2N=NN(C2)C(C)C